CC1(C(CCCC1)C(=O)[O-])C(=O)OCC(COCCCCCCOCC1OC1)O 2-hydroxy-3-[[6-(2-oxiranylmethoxy)hexyl]oxy]propyl methyl-1,2-cyclohexanedicarboxylate